1,12-dodecanediol di(methacrylate) C(C(=C)C)(=O)OCCCCCCCCCCCCOC(C(=C)C)=O